C(C)C=1C(NC=2C=C(C=NC2C1)CN1CCN(CC1)C=1C=CC(=NC1)C(=O)NC[C@H](C)O)=O (S)-5-(4-((7-ethyl-6-oxo-5,6-dihydro-1,5-naphthyridin-3-yl)methyl)piperazin-1-yl)-N-(2-hydroxypropyl)picolinamide